C(C)OC(C(C)(C)OC1=C(C=C(C=C1C)CCN1N=CN(C1=O)C1=CC=C(C=C1)C(F)(F)F)C)=O 2-(2,6-Dimethyl-4-(2-(5-oxo-4-(4-(trifluoromethyl)phenyl)-4,5-dihydro-1H-1,2,4-triazol-1-yl)ethyl)phenoxy)-2-methylpropanoic acid ethyl ester